N1N=CC(=C1)C=1C2=C(C(=NC1)NCC=1C=C(C=CC1)NC(=O)C=1SC=3CN(CCC3N1)CCO)CCO2 N-(3-(((7-(1H-pyrazol-4-yl)-2,3-dihydrofuro[3,2-c]pyridin-4-yl)amino)methyl)phenyl)-5-(2-hydroxyethyl)-4,5,6,7-tetrahydrothiazolo[5,4-c]pyridine-2-carboxamide